calcium magnesium [Mg].[Ca]